8-(2,5-difluorophenethyl)-12-isobutyl-4-oxa-8,12-diazadispiro[2.1.5.3]tridecane FC1=C(CCN2CCC3(OC4(CC4)CN(C3)CC(C)C)CC2)C=C(C=C1)F